Cl.C1(=CC(=CC=C1)N1CC(C(C1)C1=CC=CC=C1)C(=O)N)C1=CC=CC=C1 (Biphenyl-3-yl)-4-phenylpyrrolidine-3-carboxamide hydrochloride